5-(Trifluoromethyl)pyrazolo[1,5-a]pyrimidine-3-carboxylate FC(C1=NC=2N(C=C1)N=CC2C(=O)[O-])(F)F